C(C)(C)(C)OC(=O)N1C[C@@H]2C([C@@H]2C1)C=C (1R,5S,6s)-6-vinyl-3-azabicyclo[3.1.0]hexane-3-carboxylic acid tert-butyl ester